methyl 4-[2-(5-cyclopropyl-3,3-dimethyl-2-oxoindol-1-yl) acetamido]-4-methylpentanoate C1(CC1)C=1C=C2C(C(N(C2=CC1)CC(=O)NC(CCC(=O)OC)(C)C)=O)(C)C